ethyl 4-methyl-2-(methylthio)-4H-pyrrolo[2,3-d]thiazole-5-carboxylate CN1C(=CC2=C1N=C(S2)SC)C(=O)OCC